(R)-(1-(3-fluorophenyl)-2-(1H-indol-3-yl)ethyl)carbamic acid tert-butyl ester C(C)(C)(C)OC(N[C@H](CC1=CNC2=CC=CC=C12)C1=CC(=CC=C1)F)=O